4-((2S)-2-(difluoromethyl)-4-(4-(trifluoromethyl)phenyl)pyrrolidin-1-yl)-N-(4-(ethylsulfonyl)benzyl)benzamide FC([C@H]1N(CC(C1)C1=CC=C(C=C1)C(F)(F)F)C1=CC=C(C(=O)NCC2=CC=C(C=C2)S(=O)(=O)CC)C=C1)F